FC(CN1N=CC=2C=NC(=CC21)CO)F (1-(2,2-difluoroethyl)-1H-pyrazolo[4,3-c]pyridin-6-yl)methanol